ethyl (((2-((tert-butoxycarbonyl) amino) ethyl) thio) (((R)-1-ethoxy-1-oxopropan-2-yl) amino) phosphoryl)-L-alaninate C(C)(C)(C)OC(=O)NCCSP(=O)(N[C@@H](C(=O)OCC)C)N[C@@H](C)C(=O)OCC